NCC1=NNC(C2=C(C=C(C=C12)C1=C(N(N=C1)C)C1=C(C#N)C(=CC(=C1F)Cl)OC1CC1)C)=O (P)-2-[4-[4-(aminomethyl)-8-methyl-1-oxo-2H-phthalazin-6-yl]-2-methyl-pyrazol-3-yl]-4-chloro-6-(cyclopropoxy)-3-fluoro-benzonitrile